BrC1=C(C=C2C(=NC(=NC2=C1F)OC[C@]12CCCN2C[C@@H](C1)F)N([C@H]1CN(CC1)C(=O)OC(C)(C)C)C)C(F)(F)F tert-butyl (R)-3-((7-bromo-8-fluoro-2-(((2R,7aS)-2-fluorotetrahydro-1H-pyrrolizin-7a(5H)-yl)methoxy)-6-(trifluoromethyl)quinazolin-4-yl)(methyl)amino)pyrrolidine-1-carboxylate